ClC=1C=C(C=CC1)C1=C(C(=NN1CC(F)(F)F)C(=O)O)C 5-(3-chlorophenyl)-4-methyl-1-(2,2,2-trifluoroethyl)-1H-pyrazole-3-carboxylic acid